[18F]C1=C(C(N[C@@H](CCC(=O)O)C(=O)O)=O)C=CC(=C1)NCC1=CN=C2N=C(N)NC(=O)C2=N1 2'-[18F]fluorofolic acid